The molecule is a member of the class of acetamides that is acetamide in which one of the hydrogens attached to the nitrogen is substituted by a phenyl group. It has a role as an analgesic. It is a member of acetamides and an anilide. It derives from an acetic acid. CC(=O)NC1=CC=CC=C1